(4-(N-(4-cyclohexylbenzyl)-4-methoxybenzoylamino)phenyl)boronic acid C1(CCCCC1)C1=CC=C(CN(C2=CC=C(C=C2)B(O)O)C(C2=CC=C(C=C2)OC)=O)C=C1